7-(difluoromethoxy)-1-[(cis)-3-hydroxy-3-methylcyclobutyl]-1H-1,3-benzodiazol-5-ol FC(OC1=CC(=CC2=C1N(C=N2)C2CC(C2)(C)O)O)F